O1CCN(CC1)C1=CC=C(C=C1)C1(N=C(N=C(N1)N)N)N 6-(4-morpholinophenyl)-1,3,5-triazine-2,4,6-triamine